N-(2-Methyl-4-(4-(3-(trifluoromethyl)picolinoyl)piperazine-1-carbonyl)phenyl)quinoline-8-sulfonamide CC1=C(C=CC(=C1)C(=O)N1CCN(CC1)C(C1=NC=CC=C1C(F)(F)F)=O)NS(=O)(=O)C=1C=CC=C2C=CC=NC12